CN(C(=O)N1CCN(CC1)C1=CC=C(C=C1)B1OC(C(O1)(C)C)(C)C)C N,N-dimethyl-4-(4-(4,4,5,5-tetramethyl-1,3,2-dioxaborolan-2-yl)phenyl)piperazine-1-carboxamide